N-((1R)-3-cyano-3-azabicyclo[3.2.0]heptan-1-yl)-2'-((4-fluorophenyl)amino)-[1,1'-biphenyl]-4-carboxamide C(#N)N1C[C@]2(CCC2C1)NC(=O)C1=CC=C(C=C1)C1=C(C=CC=C1)NC1=CC=C(C=C1)F